tert-butyl (1-((3-(4-((4-(2-(2,6-dioxopiperidin-3-yl)-1-oxoisoindolin-5-yl)piperidin-1-yl)methyl)piperidin-1-yl)phenyl)sulfonyl)piperidin-4-yl)carbamate O=C1NC(CCC1N1C(C2=CC=C(C=C2C1)C1CCN(CC1)CC1CCN(CC1)C=1C=C(C=CC1)S(=O)(=O)N1CCC(CC1)NC(OC(C)(C)C)=O)=O)=O